CCCCCCCCCCCCCCCCOC[C@H](COP(=O)(O)O)OC(=O)CCC/C=C\\C/C=C\\C/C=C\\C/C=C\\CCCCC The molecule is a 1-alkyl-2-acyl-sn-glycero-3-phosphate in which the alkyl and acyl groups are specified as palmityl (hexadecyl) and arachidonoyl respectively. It contains a palmityl group. It derives from an arachidonic acid. It is a conjugate acid of a 1-palmityl-2-arachidonoyl-sn-glycero-3-phosphate(2-).